ClC=1C=C(C=2N=CN=C(C2N1)N)OCCC(F)(F)F 6-chloro-8-(3,3,3-trifluoropropoxy)pyrido[3,2-d]pyrimidin-4-amine